Benzyl (4-(1-(cyclohexyl)-4-(4-chlorophenyl)-1H-imidazol-5-yl)pyrimidin-2-yl)carbamate C1(CCCCC1)N1C=NC(=C1C1=NC(=NC=C1)NC(OCC1=CC=CC=C1)=O)C1=CC=C(C=C1)Cl